ClC1=C(C=CC(=C1)Cl)[C@@H]1OC2=C(OC1)C=CC=C2C2CCN(CC2)CC2=NC=1C(=NC(=CC1)C(=O)O)N2CC2(CC2)CF (S)-2-((4-(3-(2,4-Dichlorophenyl)-2,3-dihydrobenzo[b][1,4]dioxin-5-yl)piperidine-1-yl)methyl)-3-((1-(fluoromethyl)cyclopropyl)methyl)-3H-imidazo[4,5-b]pyridine-5-carboxylic acid